rac-tert-butyl (3R,4R)-3-(4-aminophenyl)-4-fluoro-pyrrolidine-1-carboxylate NC1=CC=C(C=C1)[C@@H]1CN(C[C@@H]1F)C(=O)OC(C)(C)C |r|